FC=1C=NC(=C(C1C(C)(C)NS(=O)(=O)C)F)C1=CC=C(C=C1)F 3,5-difluoro-6-(4-fluorophenyl)-4-{2-[(methylsulfonyl)amino]Propan-2-yl}pyridine